COC1=CC=C(CNC=2N=NC=CC2[C@@H](C)NCCO)C=C1 (R)-2-((1-(3-((4-methoxybenzyl)amino)pyridazin-4-yl)ethyl)amino)ethan-1-ol